2-bromo-1,3-dimethylimidazole hexafluorophosphate F[P-](F)(F)(F)(F)F.BrC1N(C=CN1C)C